OCC(C)(C)C1CCC(CC1)=O 4-(1-hydroxy-2-methylpropan-2-yl)cyclohexan-1-one